COC(C(C)NC1=C(C(=C(C=C1)Br)C)[N+](=O)[O-])=O 2-[4-bromo-3-methyl-2-nitro-anilino]propionic acid methyl ester